3-(2-chloro-3-(1,4-benzodioxan-6-yl)anilino)indazol ClC1=C(NC2=NNC3=CC=CC=C23)C=CC=C1C1=CC2=C(OCCO2)C=C1